tris-Boc-L-Arginine C(=O)(OC(C)(C)C)[C@](N(C(=O)OC(C)(C)C)C(=O)OC(C)(C)C)(CCCNC(N)=N)C(=O)O